FC1=CC=C(C=C1)C1=CC=2C(=NC(=CN2)C(=O)O)N1C 6-(4-fluorophenyl)-5-methyl-5H-pyrrolo[2,3-b]Pyrazine-3-carboxylic acid